2,6-dibromo-4,4-diethoxy-4H-cyclopenta[2,1-b:3,4-b']dithiophene BrC1=CC2=C(S1)C=1SC(=CC1C2(OCC)OCC)Br